FC1=CC=C(C=C1)[C@@H](C1CCN(CC1)C(=O)N1C[C@@H]2[C@@H](OCC(N2)=O)CC1)C1=CC=CC=C1 (4aR,8aS)-6-(4-((S)-(4-Fluorophenyl)(phenyl)methyl)piperidine-1-carbonyl)hexahydro-2H-pyrido[4,3-b][1,4]oxazin-3(4H)-one